tert-butyl 4-((4-((2-chloropyridin-4-yl)amino)-1H-pyrazol-1-yl)methyl)piperidine-1-carboxylate ClC1=NC=CC(=C1)NC=1C=NN(C1)CC1CCN(CC1)C(=O)OC(C)(C)C